C1(CCC1)COC1=NC=CC=C1CNC(=O)C=1C(=NC(=C(C1)C=1C=CC=2N(N1)C=C(N2)NC(C)=O)C)C N-{[2-(cyclobutylmethoxy)pyridin-3-yl]methyl}-5-{2-acetamidoimidazo[1,2-b]pyridazin-6-yl}-2,6-dimethylpyridine-3-carboxamide